CCC(S)(S)C dimethyl-ethanedithiol